tert-butyl 2,5-bis((trimethylsilyl)ethynyl)benzoate C[Si](C)(C)C#CC1=C(C(=O)OC(C)(C)C)C=C(C=C1)C#C[Si](C)(C)C